C(#N)C=1C(=NC(=C(C1CC)C#N)N1CCC(CC1)OC1COC1)SC(C(=O)N)C1=CC=CC=C1 2-((3,5-dicyano-4-ethyl-6-(4-(oxetan-3-yloxy)piperidin-1-yl)pyridin-2-yl)thio)-2-phenylacetamide